(S,Z)-N-(1-(2-chloro-6-fluoro-3-methoxyphenyl)-1,7-dihydropyrano[3,4-c]pyrazol-4(5H)-ylidene)-2-methylpropane-2-sulfinamide ClC1=C(C(=CC=C1OC)F)N1N=CC/2=C1COC\C2=N/[S@@](=O)C(C)(C)C